NC=1N=C(SC1C(C1=CC=C(C=C1)OC(F)F)=O)N(C1=CC=C(C=C1)C(F)F)C(C(=O)N)C [N-[4-Amino-5-[4-(difluoromethoxy)benzoyl]thiazol-2-yl]-4-(difluoromethyl)anilino]propanamid